((4aS,9aR)-2,3,9,9a-tetrahydroindeno[2,1-b][1,4]oxazin-4(4aH)-yl)methanone O1[C@H]2[C@@H](N(CC1)C=O)C=1C=CC=CC1C2